BrC1=C2CCC(OC2=CC=C1)C 5-bromo-2-methyl-chroman